CC1(OB(OC1(C)C)C=1C=CC(=NC1)N1C[C@H]2N(CC1)C[C@@H](C2)O)C (7R,8aS)-2-(5-(4,4,5,5-Tetramethyl-1,3,2-dioxaborolan-2-yl)pyridin-2-yl)octahydropyrrolo[1,2-a]pyrazin-7-ol